OC=1C=C(C=CC2=CC=CC=C2)C=CC1O 3',4'-dihydroxystilbene